O1CCOC12CCC(CC2)C2=NOC(=C2)[C@H](C(=O)OCC2=CC=CC=C2)C(C)C benzyl (2R)-2-[3-(1,4-dioxaspiro[4.5]decan-8-yl)isoxazol-5-yl]-3-methyl-butanoate